CC1C=C(O)C=CC=1Cl p-Chloro-m-cresol